Ethyl 3-(2-nitro-4-methoxy-5-morpholinopropoxyphenyl)-2-oxopropionate [N+](=O)([O-])C1=C(C=C(C(=C1)OC)OCCCN1CCOCC1)CC(C(=O)OCC)=O